C(CCCCCCCCCCCCCC)C=1[NH+]=CNC1CCCCCCCCCCCCCCC 4,5-dipentadecylimidazolium